CC1CCC=C2CCC(CC12C)C(=C)C 1,2,3,5,6,7,8,8A-octahydro-1,8A-dimethyl-7-(1-methylvinyl)naphthalene